2-fluoro-5-(4,6,7-trifluoro-1-tetrahydropyran-2-yl-indazol-5-yl)oxy-benzamidine FC1=C(C(=N)N)C=C(C=C1)OC=1C(=C2C=NN(C2=C(C1F)F)C1OCCCC1)F